CCCCCCCC/C=C\CCCCCCCCCCCC(=O)OC[C@H](COP(=O)([O-])OCC[N+](C)(C)C)OC(=O)CCCC/C=C\C/C=C\C/C=C\C/C=C\CC 1-(13Z-docosenoyl)-2-(6Z,9Z,12Z,15Z-octadecatetraenoyl)-sn-glycero-3-phosphocholine